ClC1=CC=NC2=C(C=CC=C12)COC1=CC=CC(=N1)C1CCN(CC1)CC1=NC2=C(N1CC1OCC1)C=C(C=C2)C(=O)O ((4-(6-((4-chloroquinolin-8-yl)methoxy)pyridin-2-yl)piperidin-1-yl)methyl)-1-(oxetan-2-ylmethyl)-1H-benzo[d]imidazole-6-carboxylic acid